5-(2,5-dimethyl-4-(6-(trifluoromethyl)-1,5-naphthyridin-2-yl)phenyl)-3-methyl-6,7-dihydropyrazolo[1,5-a]pyrazin-4(5H)-one CC1=C(C=C(C(=C1)C1=NC2=CC=C(N=C2C=C1)C(F)(F)F)C)N1C(C=2N(CC1)N=CC2C)=O